(3-((6-bromoquinazolin-4-yl)amino)phenyl)acrylamide DIMETHYLALLYLPYROPHOSPHATE CC(=CCOP(O)(=O)OP(=O)(O)O)C.BrC=1C=C2C(=NC=NC2=CC1)NC=1C=C(C=CC1)C(C(=O)N)=C